CC(C[Si](OC)(OC)OC)C=C 2-methyl-3-butenyltrimethoxysilane